C1(CCC1)N1CCC(CC1)OC1=CC=C(C=C1)NC(=O)NCCN1CCCCC1 1-(4-((1-cyclobutylpiperidin-4-yl)oxy)phenyl)-3-(2-(piperidin-1-yl)ethyl)urea